2,2',6,6'-tetraisopropyl-4,4'-methylenedianiline C(C)(C)C1=C(N)C(=CC(=C1)CC1=CC(=C(N)C(=C1)C(C)C)C(C)C)C(C)C